(1S)-2-[4,6-bis(trifluoromethyl)pyrimidin-2-yl]-6-chloro-1-(cyclopentylmethyl)-2,3,4,9-tetrahydro-1H-pyrido[3,4-b]indole FC(C1=NC(=NC(=C1)C(F)(F)F)N1[C@H](C=2NC3=CC=C(C=C3C2CC1)Cl)CC1CCCC1)(F)F